tert-Butyl 4-[2-cyano-4-(trifluoromethyl)phenoxy]piperidine-1-carboxylate C(#N)C1=C(OC2CCN(CC2)C(=O)OC(C)(C)C)C=CC(=C1)C(F)(F)F